3'-methyl-4-pentyl-3-(pyrimidin-5-yl)-[1,1'-biphenyl]-2,6-diol CC=1C=C(C=CC1)C=1C(=C(C(=CC1O)CCCCC)C=1C=NC=NC1)O